C(#N)C(C(=O)OCC1=CC=CC=C1)C1=NC2=CC=CC=C2N=C1N1CCC(CC1)NC benzyl 2-cyano-2-(3-(4-(methylamino)piperidin-1-yl)quinoxalin-2-yl)acetate